S1C(=NC2=C1C=CC=C2)SC\C=C(/C=C/[Sn](CCCC)(CCCC)CCCC)\C (2z,4e)-1-(benzothiazol-2-yl)sulfanyl-5-(tri-n-butylstannyl)-3-methylpent-2,4-diene